1-(2-(5-chloro-2-(trifluoromethoxy)benzyl)-2,8-diazaspiro[4.5]decane-8-carbonyl)-1H-pyrazole-3-carboxylic acid ClC=1C=CC(=C(CN2CC3(CC2)CCN(CC3)C(=O)N3N=C(C=C3)C(=O)O)C1)OC(F)(F)F